C(#N)C=1C=C(C=CC1F)NC(N(C)[C@@H](C)C1=NNC(C2=CC(=C(C=C12)F)F)=O)=O (S)-3-(3-cyano-4-fluorophenyl)-1-(1-(6,7-difluoro-4-oxo-3,4-dihydrophthalazin-1-yl)ethyl)-1-methylurea